C(C)(C)(C)C=1C=C(C=C(C1O)C(C)(C)C)CCC(=O)N(C(CCCCC)N)C(CCC1=CC(=C(C(=C1)C(C)(C)C)O)C(C)(C)C)=O N,N-bis[3-(3,5-di-tert-butyl-4-hydroxyphenyl)propionyl]hexanediamine